tropylium hexa-chloroantimonate Cl[Sb-](Cl)(Cl)(Cl)(Cl)Cl.[CH+]1C=CC=CC=C1